N-[[(2S,6S)-4-[6-[6-(difluoromethyl)imidazo[1,2-b]pyridazin-3-yl]pyrimidin-4-yl]-6-(trifluoromethyl)morpholin-2-yl]methyl]methanesulfonamide FC(C=1C=CC=2N(N1)C(=CN2)C2=CC(=NC=N2)N2C[C@H](O[C@@H](C2)C(F)(F)F)CNS(=O)(=O)C)F